BrC=1C=NC=C(C#N)C1 5-Bromo-nicotinonitrile